6-(2-((N-cyclopropyl-[1,1':2',1''-terphenyl]-4-carboxamido)methyl)phenoxy)hexanoic acid C1(CC1)N(C(=O)C1=CC=C(C=C1)C=1C(=CC=CC1)C1=CC=CC=C1)CC1=C(OCCCCCC(=O)O)C=CC=C1